[Cl-].C(C1=CC=CC=C1)[N+](CCO)(C)C benzyldimethylhydroxyethyl-ammonium chloride